(2,4,6-trichlorophenyl) 6-(difluoromethyl)-4-(2,6-dimethylphenyl)pyridine-2-carboxylate FC(C1=CC(=CC(=N1)C(=O)OC1=C(C=C(C=C1Cl)Cl)Cl)C1=C(C=CC=C1C)C)F